5-ethyl-6-fluoro-4-(8-fluoro-2-(((2r,7as)-2-fluoro-hexahydro-1H-pyrrolizin-7a-yl)methoxy)-4-(3-(hydroxymethyl)piperidin-1-yl)pyrido[4,3-d]pyrimidin-7-yl)naphthalen-2-ol C(C)C1=C2C(=CC(=CC2=CC=C1F)O)C1=C(C=2N=C(N=C(C2C=N1)N1CC(CCC1)CO)OC[C@]12CCCN2C[C@@H](C1)F)F